C1(=C(C(=CC=C1)C(=O)O)C(=O)O)C1=C(C(=CC=C1)C(=O)O)C(=O)O 2,2',3,3'-biphenyltetracarboxylic acid